3-(5,6-Dihydro-8H-imidazo[2,1-c][1,4]oxazin-2-yl)-N-methyl-4-(4-(trifluoromethyl)phenoxy)benzenesulfonamide N=1C(=CN2C1COCC2)C=2C=C(C=CC2OC2=CC=C(C=C2)C(F)(F)F)S(=O)(=O)NC